FC=1C=NC(=NC1)C1=NC=C(C=C1C(=O)N1[C@@H]2[C@@H](C[C@H](C1)CC2)OC2=NC=C(C=C2)C(F)(F)F)C (2-(5-fluoropyrimidin-2-yl)-5-methylpyridin-3-yl)((1S,4R,6R)-6-((5-(trifluoromethyl)pyridin-2-yl)oxy)-2-azabicyclo[2.2.2]oct-2-yl)methanone